3-(trifluoromethyl)morpholine-4-carboxamide FC(C1N(CCOC1)C(=O)N)(F)F